3-((3-exo)-3-(7-methoxy-5-((5-methyl-1H-pyrazol-3-yl)amino)-3H-imidazo[4,5-b]pyridin-3-yl)-8-azabicyclo[3.2.1]oct-8-yl)propionitrile COC1=C2C(=NC(=C1)NC1=NNC(=C1)C)N(C=N2)C2CC1CCC(C2)N1CCC#N